[1-[[3-(trifluoromethyl)phenyl]methyl]-3,4-dihydro-2H-quinolin-3-yl]methanol FC(C=1C=C(C=CC1)CN1CC(CC2=CC=CC=C12)CO)(F)F